ClC1=C(C(=CC(=C1)[N+](=O)[O-])[N+](=O)[O-])Cl 1,2-dichloro-3,5-dinitrobenzene